Cl.F/C=C(\CN)/COC1=CC=2C3=C(NC2C=C1)CCNC3 (E)-3-fluoro-2-(2,3,4,5-tetrahydro-1H-pyrido[4,3-b]indol-8-oxymethyl)prop-2-en-1-amine hydrochloride